4-(4-((2,6-dioxopiperidin-3-yl)carbamoyl)-3-fluorophenyl)-3,6-dihydropyridine-1(2H)-carboxylic acid tert-butyl ester C(C)(C)(C)OC(=O)N1CCC(=CC1)C1=CC(=C(C=C1)C(NC1C(NC(CC1)=O)=O)=O)F